2-(tert-butoxycarbonylamino)-1,2,3,4-tetrahydronaphthalene-2-carboxylic acid C(C)(C)(C)OC(=O)NC1(CC2=CC=CC=C2CC1)C(=O)O